(+/-)-methyl N-{[5-(4-{[(3R,4S)-3-fluoro-1-methylpiperidin-4-yl]amino}-1-(2,2,2-trifluoroethyl)-1H-indol-2-yl)-1,3,4-thiadiazol-2-yl]methyl}carbamate F[C@@H]1CN(CC[C@@H]1NC1=C2C=C(N(C2=CC=C1)CC(F)(F)F)C1=NN=C(S1)CNC(OC)=O)C |r|